BrC1=CC2=C(N=C(N=C2N[C@H](C)C=2C(=C(C=CC2)C([C@H](O)C2CC2)(F)F)F)C)C=N1 |o1:19| (1R or S)-2-(3-{(1R)-1-[(6-bromo-2-methylpyrido[3,4-d]pyrimidin-4-yl)amino]ethyl}-2-fluorophenyl)-1-cyclopropyl-2,2-difluoroethanol